5-bromo-2-(4-fluoro-phenoxy)pyridine BrC=1C=CC(=NC1)OC1=CC=C(C=C1)F